Cl.FC(C(=O)C=1NC(=CN1)CC1=CC=NC=C1)(F)F 2,2,2-trifluoro-1-(5-(pyridin-4-ylmethyl)-1H-imidazol-2-yl)ethan-1-one hydrochloride